6-bromo-2-chloro-7-isopropoxyimidazo[1,2-a]pyridine BrC=1C(=CC=2N(C1)C=C(N2)Cl)OC(C)C